arachidoyl fluorophosphonate FP(OC(CCCCCCCCCCCCCCCCCCC)=O)([O-])=O